titanium beryllium copper [Cu].[Be].[Ti]